2-chloro-N-[2-{1-[(2E)-3-(4-chlorophenyl)allyl]piperidin-4-yl}-4-(trifluoromethyl)phenyl]isonicotinamide ClC=1C=C(C(=O)NC2=C(C=C(C=C2)C(F)(F)F)C2CCN(CC2)C\C=C\C2=CC=C(C=C2)Cl)C=CN1